[C@H]12CC(C[C@H](CC1)N2)C(=C)C2=CN=C(N=N2)C2=C(C=C(C(=C2)F)N2C=NC=C2)O 2-(6-(1-((1R,3s,5S)-8-azabicyclo[3.2.1]octan-3-yl)vinyl)-1,2,4-triazin-3-yl)-4-fluoro-5-(1H-imidazol-1-yl)phenol